N-[3-(difluoromethyl)-1-(4-formylcyclohexyl)pyrazol-4-yl]-5-morpholino-pyrazolo[1,5-a]pyrimidine-3-carboxamide FC(C1=NN(C=C1NC(=O)C=1C=NN2C1N=C(C=C2)N2CCOCC2)C2CCC(CC2)C=O)F